BrC=1C(=NC(=NC1)NC=1C=C2C(C(N(C2=CC1)CCN1CCN(CC1)C)=O)(C)C)NC1=C(C=CC=C1)S(=O)(=O)C(C)C 5-[[5-bromo-4-(2-isopropylsulfonylanilino)pyrimidin-2-yl]amino]-3,3-dimethyl-1-[2-(4-methylpiperazin-1-yl)ethyl]indolin-2-one